N[C@H](C(=O)NCCC1(C(=C(SC1NC(C(CC)C1=CC=C(C=C1)F)=O)C(=O)N)C)C(=O)N)C(C)C 4-(2-((S)-2-amino-3-methylbutanoylamino)ethyl)-5-(2-(4-fluorophenyl)butyrylamino)-3-methylthiophene-2,4-dicarboxamide